(3-((3-aminopropyl)(3-(4-(5-(4-methylpiperazin-1-yl)-1H,1'H-[2,5'-bibenzo[d]imidazol]-2'-yl)phenoxy)propyl)amino)-3-oxopropyl)phosphonic acid NCCCN(C(CCP(O)(O)=O)=O)CCCOC1=CC=C(C=C1)C1=NC2=C(N1)C=CC(=C2)C2=NC1=C(N2)C=CC(=C1)N1CCN(CC1)C